ClC1=C2C(=NC(=C1)C#N)C(=CN2)I 7-chloro-3-iodo-1H-pyrrolo[3,2-b]pyridine-5-carbonitrile